8-cyano-5-[(2-methoxynaphthalen-1-yl)methyl]-2-methyl-4-oxo-2,3,4,5-tetrahydro-1H-1,5-benzodiazepine C(#N)C=1C=CC2=C(NC(CC(N2CC2=C(C=CC3=CC=CC=C23)OC)=O)C)C1